1-Cyclopropyl-5,6-difluoro-2-(pyrimidin-5-yl)-1H-benzo[d]imidazol C1(CC1)N1C(=NC2=C1C=C(C(=C2)F)F)C=2C=NC=NC2